CC1=NC(=NC(=C1)C)N1C[C@@H]2[C@H](C1)CN(C2)C(=O)C=2C(=CN1C=CC=CC21)C2=CSC=C2 ((3aR,6aS)-5-(4,6-dimethylpyrimidin-2-yl)hexahydropyrrolo[3,4-c]pyrrol-2(1H)-yl)(2-(thiophen-3-yl)indolizine-1-yl)methanone